FC(C1=NC=CC(=C1F)NC(=O)N1CC=2C(=NN3C2C(CC[C@@H](C3)CO)(F)F)C[C@H]1C)F |o1:22| (3R,8S*)-N-(2-(Difluoromethyl)-3-fluoropyridin-4-yl)-11,11-difluoro-8-(hydroxymethyl)-3-methyl-3,4,8,9,10,11-hexahydro-1H-pyrido[4',3':3,4]pyrazolo[1,5-a]azepine-2(7H)-carboxamide